CC(C(=O)OCC)(C)C1=C(C=C2C(=N1)CCC2)[N+](=O)[O-] ethyl 2-methyl-2-(3-nitro-6,7-dihydro-5H-cyclopenta[b]pyridin-2-yl)propionate